2-fluoro-4-((7-methoxy-1H-pyrazolo[4,3-c]cinnolin-1-yl)methyl)benzenesulfonamide FC1=C(C=CC(=C1)CN1N=CC=2N=NC=3C=C(C=CC3C21)OC)S(=O)(=O)N